1-(4-(trifluoromethyl)pyridin-2-yl)-4-(vinylsulfonyl)piperazine FC(C1=CC(=NC=C1)N1CCN(CC1)S(=O)(=O)C=C)(F)F